BrC=1C=C(C=O)C=CC1OCC=1N(C(=CN1)Cl)C 3-BROMO-4-[(5-CHLORO-1-METHYL-1H-IMIDAZOL-2-YL)METHOXY]BENZALDEHYDE